cerium-Nickel [Ni].[Ce]